4-(3,5-difluoro-4-hydroxybenzylidene)-1-methyl-5-oxo-4,5-dihydro-1H-imidazole-2-carbaldehyde oxime FC=1C=C(C=C2N=C(N(C2=O)C)C=NO)C=C(C1O)F